CN1N=CC=2C1=NC(=CC2N2C[C@@H]([C@H](CC2)C2=CC=C(C=N2)N2C[C@@H]([C@H](CC2)N)OC)C)C (3S,4S)-1-[6-[(3R,4S)-1-(1,6-dimethylpyrazolo[3,4-b]pyridin-4-yl)-3-methyl-4-piperidinyl]-3-pyridinyl]-3-methoxy-piperidin-4-amine